(S)- and (R)-2-((4-cyano-2-fluorophenethyl)amino)-N-(5-(1-methyl-1H-pyrazol-4-yl)pyridin-2-yl)-2-phenylacetamide C(#N)C1=CC(=C(CCN[C@H](C(=O)NC2=NC=C(C=C2)C=2C=NN(C2)C)C2=CC=CC=C2)C=C1)F |r|